2-chloro-6a-(difluoromethyl)-6-oxo-6a,7,9,10-tetrahydro-5H-pyrazino[1',2':4,5]pyrazino[2,3-c]pyridazine ClC=1C=C2C(=NN1)NC(C1(N2CCNC1)C(F)F)=O